(4S)-4-[(4-hydroxyphenyl)methyl]-2,5-oxazolidinedione OC1=CC=C(C=C1)C[C@@H]1NC(OC1=O)=O